COC1=C(C=CC(=C1OC)OC)CN1CCNCC1 1-[(2,3,4-trimethoxyphenyl)methyl]Piperazine